(4-(4-fluorophenyl)-3,4-dihydropyrido[3,4-b]pyrazin-1(2H)-yl)(3-hydroxypyrrolidin-1-yl)methanone FC1=CC=C(C=C1)N1C2=C(N(CC1)C(=O)N1CC(CC1)O)C=CN=C2